C1(CC1)OC=1C(=C(C=CC1)N1C(=C2C(N(N=CC2=C1C)C1=NC=C(C=N1)F)=O)C)C 6-(3-cyclopropoxy-2-methylphenyl)-2-(5-fluoropyrimidin-2-yl)-5,7-dimethyl-2,6-dihydro-1H-pyrrolo[3,4-d]pyridazin-1-one